(2S,3S)-2-benzhydryl-N-(5-tert-butyl-2-methoxybenzyl)quinuclidin-3-amine C(C1=CC=CC=C1)(C1=CC=CC=C1)[C@@H]1N2CCC([C@@H]1NCC1=C(C=CC(=C1)C(C)(C)C)OC)CC2